trans-4-((3-(1-Cyclopropyl-1H-pyrazol-4-yl)phenyl)((trans-4-(4-methoxy-3-methylphenyl)cyclohexyl)methyl)carbamoyl)cyclohexyl 3-hydroxyazetidine-1-carboxylate OC1CN(C1)C(=O)O[C@@H]1CC[C@H](CC1)C(N(C[C@@H]1CC[C@H](CC1)C1=CC(=C(C=C1)OC)C)C1=CC(=CC=C1)C=1C=NN(C1)C1CC1)=O